didodecyl selenide C(CCCCCCCCCCC)[Se]CCCCCCCCCCCC